O=C1NC(CCC1N1C(N(C2=C1C=CC1=CC=C(C=C12)N1CCC(CC1)C=O)C)=O)=O (3-(2,6-Dioxopiperidin-3-yl)-1-methyl-2-oxo-2,3-dihydro-1H-naphtho[1,2-d]imidazole-8-yl)piperidine-4-carbaldehyde